6-chloro-N-{1-[1-(3-methyloxetan-3-yl)piperidin-4-yl]-1H-pyrazol-4-yl}-7-(spiro[2.2]pentan-1-yl)quinazolin-2-amine ClC=1C=C2C=NC(=NC2=CC1C1CC12CC2)NC=2C=NN(C2)C2CCN(CC2)C2(COC2)C